2'-chloro-N-(5-(6-(difluoromethoxy)-2-methoxynicotinoyl)-5,6-dihydro-4H-pyrrolo[3,4-d]thiazol-2-yl)-5'-methoxy-6-methyl-[4,4'-bipyridine]-3-carboxamide ClC1=NC=C(C(=C1)C1=C(C=NC(=C1)C)C(=O)NC=1SC2=C(N1)CN(C2)C(C2=C(N=C(C=C2)OC(F)F)OC)=O)OC